NC=1C(=NC(=C(N1)F)C1=CC(=C(C=C1)F)CN(C)C)C=1C=C2C(=CNC(C2=CC1)=O)C 6-(3-amino-6-(3-((dimethylamino)methyl)-4-fluorophenyl)-5-fluoropyrazin-2-yl)-4-methylisoquinolin-1(2H)-one